(3-(6-(6-(Difluoromethyl)imidazo[1,2-b]pyridazin-3-yl)pyrimidin-4-yl)phenyl)(imino)(methyl)-λ6-sulfanone FC(C=1C=CC=2N(N1)C(=CN2)C2=CC(=NC=N2)C=2C=C(C=CC2)S(=O)(C)=N)F